CS(=O)(=O)C1=NC(=CC(=N1)OC)OC 2-Methanesulfonyl-4,6-dimethoxypyrimidine